4-nitro-2-(6-azaspiro[2.5]oct-6-yl)benzoyl chloride [N+](=O)([O-])C1=CC(=C(C(=O)Cl)C=C1)N1CCC2(CC2)CC1